CN1C(N(C=2N=CN(C2C1=O)[C@H](C(=O)NC=1SC=C(N1)C1=CC(=C(C=C1)N1CCCCC1)F)C)C)=O (S)-2-(1,3-dimethyl-2,6-dioxo-1,2,3,6-tetrahydro-7H-purin-7-yl)-N-(4-(3-fluoro-4-(piperidin-1-yl)phenyl)thiazol-2-yl)propanamide